5-((2-(2,6-dioxopiperidin-3-yl)-1,3-dioxoisoindolin-4-yl)oxy)-N-methylpentanamide O=C1NC(CCC1N1C(C2=CC=CC(=C2C1=O)OCCCCC(=O)NC)=O)=O